C(C)O[SiH2]OCC diethoxysilane